Cl.C(C)N1N=CC(=C1)C=1C=CC2=CN(N=C2C1)C1CCC(CC1)CN {(1r,4r)-4-[6-(1-Ethyl-1H-pyrazol-4-yl)-2H-indazol-2-yl]cyclohexyl}methanamine, hydrochloride salt